2,2-dicarboxymethyl-propionic acid C(=O)(O)CC(C(=O)O)(C)CC(=O)O